(S)-2-(tert-butoxycarbonylamino)-6-(4-((1,3-dioxoisoindolin-2-yloxy)methyl)-1H-1,2,3-triazol-1-yl)hexanoic acid C(C)(C)(C)OC(=O)N[C@H](C(=O)O)CCCCN1N=NC(=C1)CON1C(C2=CC=CC=C2C1=O)=O